3-amino-6-(6-fluoropyridin-3-yl)-N-{(3S,4R)-4-[(4-{1-[1-(2-hydroxyethyl)piperidin-4-yl]-3,3-dimethyl-2,3-dihydro-1H-indol-5-yl}phenyl)methoxy]oxolan-3-yl}pyrazine-2-carboxamide NC=1C(=NC(=CN1)C=1C=NC(=CC1)F)C(=O)N[C@H]1COC[C@@H]1OCC1=CC=C(C=C1)C=1C=C2C(CN(C2=CC1)C1CCN(CC1)CCO)(C)C